tert-butyl N-[(1S)-4-(2-amino-1H-imidazol-1-yl)-1-({4-[(3-{4-[(2-{2-[(6-chlorohexyl)oxy]ethoxy}ethyl)carbamoyl]butoxy}propyl)carbamoyl]oxan-4-yl}carbamoyl) butyl]carbamate NC=1N(C=CN1)CCC[C@@H](C(NC1(CCOCC1)C(NCCCOCCCCC(NCCOCCOCCCCCCCl)=O)=O)=O)NC(OC(C)(C)C)=O